6-bromo-4-chloro-1-cyclobutyl-1H-indol-2-amine BrC1=CC(=C2C=C(N(C2=C1)C1CCC1)N)Cl